2-((5-(3-(7-(3-butyl-3H-diazirin-3-yl)heptyl)-3H-diazirin-3-yl)pentanoyl)oxy)-3-(stearoyloxy)propyl (2-(trimethylammonio)ethyl) phosphate P(=O)(OCC(COC(CCCCCCCCCCCCCCCCC)=O)OC(CCCCC1(N=N1)CCCCCCCC1(N=N1)CCCC)=O)(OCC[N+](C)(C)C)[O-]